tert-butyl(2-(2-oxo-7-((4-(4-(trifluoromethyl) piperidin-1-yl)phenyl)amino)-2H-chromen-3-yl)ethyl)carbamate C(C)(C)(C)OC(NCCC=1C(OC2=CC(=CC=C2C1)NC1=CC=C(C=C1)N1CCC(CC1)C(F)(F)F)=O)=O